FC(OC=1C=C(C=CC1)N1C(N(C2=C1C=CC(=C2)C(=O)N[C@]2(CS(CC2)(=O)=O)C)C2=CC=C(C=C2)F)=O)F (R)-1-(3-(difluoromethoxy)phenyl)-3-(4-fluorophenyl)-N-(3-methyl-1,1-dioxidotetrahydrothiophen-3-yl)-2-oxo-2,3-dihydro-1H-benzo[d]imidazole-5-carboxamide